7-[(3S,5S)-3,5-dimethylpiperazin-1-yl]-N-(7-fluoro-2-methyl-indazol-5-yl)-2-(2-hydroxyethoxy)-1,3-benzothiazole-4-carboxamide C[C@H]1CN(C[C@@H](N1)C)C=1C=CC(=C2N=C(SC21)OCCO)C(=O)NC2=CC1=CN(N=C1C(=C2)F)C